4-(aminomethyl)-6-(1,5-dimethyl-1H-pyrazol-4-yl)phthalazin-1(2H)-one NCC1=NNC(C2=CC=C(C=C12)C=1C=NN(C1C)C)=O